[1-(4-chloro-3-fluorophenyl)-1H-1,2,4-triazol-5-yl]methanamine ClC1=C(C=C(C=C1)N1N=CN=C1CN)F